C(CCC)=C1OC(=O)C2=CC=CC=C12 3-Butylidenphthalide